tetramethyl-ammonium fluoride [F-].C[N+](C)(C)C